FC(C1=C(C(=C(C=C1)[C@H]1[C@@H](O[C@]([C@H]1C)(C(F)(F)F)C)C(=O)NC1=CC(=NC=C1)C(=O)N)OC)F)F 4-((2R,3S,4S,5R)-3-(4-(difluoromethyl)-3-fluoro-2-methoxyphenyl)-4,5-dimethyl-5-(trifluoromethyl)tetrahydrofuran-2-carboxamido)picolinamide